C(C)C=1C(NC2=CC(=CN=C2C1)CN1[C@@H]2CC[C@@H]2N(CC1)C=1C=NC(=CC1)C1=NN=C(N1)C)=O cis-3-ethyl-7-((5-(6-(5-methyl-4H-1,2,4-triazol-3-yl)pyridin-3-yl)-2,5-diazabicyclo[4.2.0]octan-2-yl)methyl)-1H-1,5-naphthyridin-2-one